CC1(COCC(N1)C(=O)O)C 5,5-dimethylmorpholine-3-carboxylic acid